CC1C(C/C=C/C=C/C=C/C(CC(=O)NC2=CC3=C(C(=C2O)CC/C=C(\\C1O)/C)SCC(=O)N3)OC)OC(=O)C4(CC4)NC(=O)C5=CCCCC5 The molecule is an organonitrogen heterocyclic compound that is a 21-membered macrocyclic lactam substituted by a ({1-[(cyclohex-1-en-1-ylcarbonyl)amino]cyclopropyl}carbonyl)oxy group at position 18. It is isolated from Streptomyces sp. TC-1190 and exhibits growth inhibitory effects on a series of human tumour cell lines. It has a role as a metabolite, an antimicrobial agent and an antineoplastic agent. It is an ether, a lactam, a macrocycle, an organonitrogen heterocyclic compound, an organosulfur heterocyclic compound, a member of phenols, a secondary alcohol and a cyclopropanecarboxylate ester.